C1(=CC=CC=C1)[C@@H](C)OC(=O)N1CCN(CC1)C=1C=NN2N=C(C=CC21)C=2C=NN(C2)C.C(CCCCCCCCCCCCCCCCC)[Si](OC)(OC)C n-octadecylmethyldimethoxysilane (R)-1-phenylethyl-4-(6-(1-methyl-1H-pyrazol-4-yl)pyrazolo[1,5-b]pyridazin-3-yl)piperazine-1-carboxylate